5-((3-(piperazin-1-yl)pyrazin-2-yl)oxy)-2-(trifluoromethyl)pyrimidine N1(CCNCC1)C=1C(=NC=CN1)OC=1C=NC(=NC1)C(F)(F)F